(4-tert-butylphenyl)-6-(2,6-dimethylphenyl)-12-methyl-2,2-dioxo-9-oxa-2λ6-thia-3,5,12,19-tetrazatricyclo[12.3.1.14,8]nonadeca-1(18),4(19),5,7,14,16-hexaen-13-one C(C)(C)(C)C1=CC=C(C=C1)N1S(C=2C=CC=C(C(N(CCOC3=CC(=NC1=N3)C3=C(C=CC=C3C)C)C)=O)C2)(=O)=O